C1(=CC=CC=C1)NCCC[Si](OCC)(OCC)OCC 3-(phenylamino)propyl-triethoxysilane